5-amino-1-(2,2,2-trifluoroethyl)piperidin-2-one NC1CCC(N(C1)CC(F)(F)F)=O